C1(CC1)C=1SC(=CN1)C(=O)NC1=CC(=CC=C1)[C@H](C)NC=1C=NC=2C(N1)=NN(C2)CC (S)-2-cyclopropyl-N-(3-(1-((2-ethyl-2H-pyrazolo[3,4-b]pyrazin-6-yl)amino)ethyl)phenyl)thiazole-5-carboxamide